FC=1C=C(COC2=CC=C(C=C2)C=2N=C(N3C2C=NC=C3)[C@H]3N(CCC3)C(C=C)=O)C=CC1F (S)-1-(2-(1-(4-((3,4-difluorobenzyl)oxy)phenyl)imidazo[1,5-a]pyrazin-3-yl)pyrrolidin-1-yl)prop-2-en-1-one